C1N(CCC2=CC=CC=C12)C[C@H](CN1CCOC2=C(C1=O)C=CC(=C2)C=2C(=NN(C2)C)C)O 4-[(2R)-3-(3,4-dihydro-1H-isoquinolin-2-yl)-2-hydroxy-propyl]-8-(1,3-dimethylpyrazole-4-yl)-2,3-dihydro-1,4-benzoxazepin-5-one